N1(N=CC=C1)C=1C=C(C=CC1)N1C(N(C2=C1C=CC=C2)CC2CCC(CC2)NC(C2=C(N=CC(=C2)Cl)C)=O)=O N-((1r,4r)-4-((3-(3-(1H-pyrazol-1-yl)phenyl)-2-oxo-2,3-dihydro-1H-benzo[d]imidazol-1-yl)methyl)cyclohexyl)-5-chloro-2-methylnicotinamide